C(C)OC(=O)[C@@H]1[C@@H]2CC[C@@H]([C@H]12)O |&1:5| (+-)-(1S,2S,5R)-2-hydroxybicyclo[3.1.0]hexane-6-carboxylic acid ethyl ester